amino-5-{[(2S)-oxetan-2-ylmethyl]amino}pyridine-3-carboxylic acid ethyl ester C(C)OC(=O)C=1C(=NC=C(C1)NC[C@H]1OCC1)N